COC(=O)C=1C(NN=C(C1)C(F)(F)F)=O 3-oxo-6-(trifluoromethyl)-2,3-dihydropyridazine-4-carboxylic acid methyl ester